1-(5-chloro-2-nitrophenyl)pyrrolidine ClC=1C=CC(=C(C1)N1CCCC1)[N+](=O)[O-]